ClC=1C=C(C=NC1)NC1=NC=NC2=CC=C(C=C12)C1(CN(C1)C(=O)OC(C)(C)C)C tert-Butyl 3-(4-((5-chloropyridin-3-yl)amino)quinazolin-6-yl)-3-methylazetidine-1-carboxylate